tert-butyl (E)-3-[({7-[3-(dimethylamino)acryloyl]-2,3-dihydrofuro[3,2-b]pyridin-6-yl}oxy)methyl]-3-methylazetidine-1-carboxylate CN(/C=C/C(=O)C1=C2C(=NC=C1OCC1(CN(C1)C(=O)OC(C)(C)C)C)CCO2)C